C(=O)([O-])CCC(=O)N1CC2=CC(=C(C=C2C1)OCCCOC=1C=C2CN(CC2=CC1OC)C(C[C@@H](C(=O)[O-])C)=O)OC.[Na+].[Na+] sodium (S)-4-(5-(3-((2-(3-carboxylatopropanoyl)-6-methoxyisoindolin-5-yl)oxy)propoxy)-6-methoxyisoindolin-2-yl)-2-methyl-4-oxobutanoate